carbon dioxide indium [In].C(=O)=O